triethylChlorosilane C(C)[Si](Cl)(CC)CC